FC(C1=CC(OC2=C1C=CC=C2)=O)(F)F 4-trifluoromethyl-2H-1-benzopyran-2-one